N-[2-(dimethylamino)ethyl]-2-{[2-(4-methoxypyridin-2-yl)-5H,6H,7H-cyclopenta[d]pyrimidin-4-yl](methyl)amino}acetamide CN(CCNC(CN(C)C=1C2=C(N=C(N1)C1=NC=CC(=C1)OC)CCC2)=O)C